C(C)(C)(C)OC(=O)N1CC=2C(CC1)=NN(C2C2=CC(=C(C=C2)NC(C)=O)F)C2=C(C=CC=C2C)OCC(C)C 3-(4-acetamido-3-fluorophenyl)-2-(2-isobutoxy-6-methylphenyl)-2,4,6,7-tetrahydro-5H-pyrazolo[4,3-c]pyridine-5-carboxylic acid tert-butyl ester